C(C1=CC=CC=C1)OC(=O)N[C@H](C(=O)[O-])CCI (S)-2-(((benzyloxy) carbonyl) amino)-4-iodobutanoate